2-Methyl-9-(2-n-hexadecenyl-2-carboxyethyl)carbonyloxyanthracene CC1=CC2=C(C3=CC=CC=C3C=C2C=C1)OC(=O)CC(C(=O)O)C=CCCCCCCCCCCCCCC